[C@H]12CC(C[C@@H]2C1)[C@H](C(=O)NC1=CC=C(C=C1)C=1C(=[N+](C=CC1Cl)[O-])C)NC(=O)C=1C(=NOC1)C 3-(4-((R)-2-((1R,3r,5S)-bicyclo[3.1.0]hexan-3-yl)-2-(3-methylisoxazole-4-carboxamido)acetamido)phenyl)-4-chloro-2-methylpyridine 1-oxide